4-(4-methyl-3-nitrophenoxy)cyclohexane-1-carboxylic acid ethyl ester C(C)OC(=O)C1CCC(CC1)OC1=CC(=C(C=C1)C)[N+](=O)[O-]